C(C)(C)(C)C[Si](OCCNC(C(=O)C=1C=C(C=CC1F)NC(C1=C(C=C(C(=C1)C(F)(F)F)C1CC1)OC1=C(C=C(C=C1)F)C)=O)=O)(C)C N-(3-(2-((2-((tert-butyldimethylmethylsilyl)oxy)ethyl)amino)-2-oxoacetyl)-4-fluorophenyl)-4-cyclopropyl-2-(4-fluoro-2-methylphenoxy)-5-(trifluoromethyl)benzamide